C(CCCCCCCCCCC)OC[C@H](OCCCCCCCCCCCC)CO |r| 1,2-di-O-lauryl-rac-glycerol